4-(2-((Tetrahydro-2H-pyran-4-yl)ethynyl)thiazol-5-yl)benzoic acid O1CCC(CC1)C#CC=1SC(=CN1)C1=CC=C(C(=O)O)C=C1